ClC1=NC=CC=2C(CCCC12)=O 1-chloro-7,8-dihydroisoquinolin-5(6H)-one